BrC1=CC2=C(N(C(=N2)NC2=CC=C(C(=O)NO)C=C2)C(C)C)C=C1 4-(5-bromo-1-isopropyl-1H-benzo[d]imidazol-2-ylamino)-N-hydroxybenzamide